C(C)(C)(C)C1=NC(=NO1)C(=O)NCC1=C(C=C(C=C1)C1=CC(=NC=C1)NC(=O)C1CC1)CC 5-(tert-butyl)-N-(4-(2-(cyclopropanecarboxamido)pyridin-4-yl)-2-ethylbenzyl)-1,2,4-oxadiazole-3-carboxamide